(R)-5-(5-methyl-3-((1-methylpiperidin-3-yl)amino)-1,2,4-triazine-6-yl)benzofuran-4-ol CC=1N=C(N=NC1C1=CC=C2C(C=CO2)=C1O)N[C@H]1CN(CCC1)C